C(C)(C)(C)OC(=O)N1CCN(CC1)C=1C=2C(N=CN1)=NN(C2)C=2C=NC(=C(C2)NS(=O)(=O)C2=C(C=C(C=C2)F)F)OC 4-(2-(5-((2,4-Difluorophenyl)sulfonamido)-6-methoxypyridin-3-yl)-2H-pyrazolo[3,4-d]pyrimidin-4-yl)piperazine-1-carboxylic acid tert-butyl ester